3-methoxy-4-(methylamino)cyclobut-3-ene-1,2-dione COC=1C(C(C1NC)=O)=O